8-(3-(benzo[d][1,3]dioxol-5-yloxy)propyl)-6,6a,7,8,9,10-hexahydro-4H-pyrazino[1,2-a]pyrrolo[4,3,2-de]quinoline O1COC2=C1C=CC(=C2)OCCCN2CC1N(C=3C=CC=C4C3C(C1)=CN4)CC2